4-(1,1-difluoropropyl)-N-hydroxybenzamidine FC(CC)(F)C1=CC=C(C(=N)NO)C=C1